BrC=1C=C2C=CN(C2=CC1)CCCCCCN1CCN(CC1)CC(CN1N=CN=C1)(O)C1=C(C=C(C=C1)F)F 1-(4-(6-(5-bromo-1H-indol-1-yl)hexyl)piperazin-1-yl)-2-(2,4-difluorophenyl)-3-(1H-1,2,4-triazol-1-yl)propan-2-ol